N-methyl-sulfamic acid CNS(O)(=O)=O